C(C)(C)(C)OC(=O)NC(C(=O)N1CCN(CC1)C(=O)NC1=NC(N(C=C1)C1=CCC(CC1)C(=O)OCC)=O)(C)C ethyl 4-(4-(4-(2-((tert-butoxycarbonyl)amino)-2-methylpropanoyl)piperazine-1-carboxamido)-2-oxopyrimidin-1(2H)-yl)cyclohex-3-ene-1-carboxylate